4-(quinoline-3-yl)-aniline N1=CC(=CC2=CC=CC=C12)C1=CC=C(N)C=C1